N1C[C@H](CCC1)NC(=O)OCC1=CC=CC=C1 Benzyl {[(3S)-hexahydropyridin-3-yl]amino}carboxylate